FC1CN=C(NC1)NC=1C=C(C(=O)N)C=C(C1)O 3-[(5-fluoro-1,4,5,6-tetrahydropyrimidin-2-yl)amino]-5-hydroxybenzamide